N-(tert-butyl)-N-(3-methylbut-2-en-1-yl)-3-oxobutanamide C(C)(C)(C)N(C(CC(C)=O)=O)CC=C(C)C